9-(2,6-anhydro-4-{[bis(4-methoxyphenyl)(phenyl)methoxy]methyl}-3-O-{(2-cyanoethoxy)[di(propane-2-yl)amino]phosphanyl}-5-deoxy-α-L-lyxo-hexofuranosyl)-N-benzoyl-9H-purin-6-amine COC1=CC=C(C=C1)C(OC[C@]12[C@H]([C@H]([C@@H](O1)N1C3=NC=NC(=C3N=C1)NC(C1=CC=CC=C1)=O)OCC2)OP(N(C(C)C)C(C)C)OCCC#N)(C2=CC=CC=C2)C2=CC=C(C=C2)OC